1-(6-(2-hydroxy-4-(trifluoromethyl)phenyl)-1,2,4-triazin-3-yl)octahydro-6H-pyrrolo[2,3-c]pyridine-6-carboxylate OC1=C(C=CC(=C1)C(F)(F)F)C1=CN=C(N=N1)N1CCC2C1CN(CC2)C(=O)[O-]